sulfamidic acid S(=O)(=O)(N)O